C(#N)[C@H]1N(CCC1)C(CNC(=O)C1=CC=NC2=CC=C(C=C12)O)=O (S)-N-(2-(2-cyanopyrrolidin-1-yl)-2-oxoethyl)-6-hydroxyquinoline-4-carboxamide